5-fluoro-4,6-dimethyl-1-(p-tolylsulfonyl)pyrrolo[2,3-b]pyridine FC=1C(=C2C(=NC1C)N(C=C2)S(=O)(=O)C2=CC=C(C=C2)C)C